BrC1=CC=C(C(=N1)Cl)C(=O)NS(=O)(=O)C1=CC=CC(=N1)NC(CC[C@H]1CC(N(C1)C(=O)OC(C)(C)C)(C)C)C1=NC(=CC=C1)C(F)(F)F tert-Butyl (4S)-4-[3-[[6-[(6-bromo-2-chloro-pyridine-3-carbonyl)sulfamoyl]-2-pyridyl]amino]-3-[6-(trifluoromethyl)-2-pyridyl]propyl]-2,2-dimethyl-pyrrolidine-1-carboxylate